COC1=C(C(=O)NC(C(=O)O)CCN(CCCCC2=NC=3NCCCC3C=C2)CCOC2=CC=CC=C2)C=CC=C1 2-[(2-methoxybenzoyl)amino]-4-[2-phenoxyethyl-[4-(5,6,7,8-tetrahydro-1,8-naphthyridin-2-yl)butyl]amino]butanoic acid